CC1=NC(=NC(=C1)N1[C@H](CCCCC1)C=1C(=NC=CC1)C)N |r| (+/-)-4-methyl-6-(2-(2-methylpyridin-3-yl)azepan-1-yl)pyrimidin-2-amine